N1C(=CC2=CC=CC=C12)C(=O)N1CC=2N(CC1)N=CC2S(=O)(=O)NC(C)C 5-(1H-indole-2-carbonyl)-N-(propan-2-yl)-4H,5H,6H,7H-pyrazolo[1,5-a]pyrazine-3-sulfonamide